N-((1S,3R)-3-((2'-(benzyloxy)-3',4',6-trifluoro-[1,1'-biphenyl]-3-yl)methyl)-3-(4-(chloromethyl)oxazol-2-yl)cyclopentyl)methanesulfonamide C(C1=CC=CC=C1)OC1=C(C=CC(=C1F)F)C1=CC(=CC=C1F)C[C@]1(C[C@H](CC1)NS(=O)(=O)C)C=1OC=C(N1)CCl